(Z)-1-(3-(2-isopropyl-5-methylphenyl)-4-oxothiazolidin-2-ylidene)-3-(2-methoxy-4-(1-(4-(perfluoroethoxy)phenyl)-1H-1,2,4-triazol-3-yl)phenyl)urea C(C)(C)C1=C(C=C(C=C1)C)N1/C(/SCC1=O)=N/C(=O)NC1=C(C=C(C=C1)C1=NN(C=N1)C1=CC=C(C=C1)OC(C(F)(F)F)(F)F)OC